C(C)C=1C=C(C=CC1)C=1C=C(C(=NC1)C(=O)NCCOCCNCC(=O)N1CCN(CC1)C(C1=C(C=CC(=C1)CC1=NNC(C2=CC=CC=C12)=O)F)=O)C 5-(3-ethylphenyl)-N-[2-[2-[[2-[4-[2-fluoro-5-[(4-oxo-3H-phthalazin-1-yl)methyl]benzoyl]piperazin-1-yl]-2-oxo-ethyl]amino]ethoxy]ethyl]-3-methyl-pyridine-2-carboxamide